BrC=1C=CC(=C(CN(CC)CC)C1)N1CCOCC1 N-(5-bromo-2-morpholinobenzyl)-N-ethylethanamine